ClC1=CC=C(C(=N1)C=O)F 6-chloro-3-fluoro-picolinaldehyde